(R)-3-(acetylthio)-4-chloro-6-(3-methylmorpholino)picolinic acid methyl ester COC(C1=NC(=CC(=C1SC(C)=O)Cl)N1[C@@H](COCC1)C)=O